[6-(3-cyclopropyl-1,2,4-triazol-1-yl)-2-azaspiro[3.3]heptan-2-yl]-[6-[[2-(2,2,2-trifluoroethyl)triazol-4-yl]methyl]-2,6-diazaspiro[3.3]heptan-2-yl]methanone C1(CC1)C1=NN(C=N1)C1CC2(CN(C2)C(=O)N2CC3(C2)CN(C3)CC3=NN(N=C3)CC(F)(F)F)C1